ethylenediamine calcium [Ca].C(CN)N